CC1=C(C=CC=2SC3=C(C(NC21)=O)C=CC=C3)C(=O)O 9-methyl-11-oxo-10,11-dihydrodibenzo[b,f][1,4]thiazepine-8-carboxylic acid